Bisamyl amylphosphonate C(CCCC)P(OCCCCC)(OCCCCC)=O